C(C)(C)(C)OC(=O)NC1CN(C1)CCNC(OCC1=CC=CC=C1)=O benzyl N-(2-{3-[(tert-butoxycarbonyl)amino]azetidin-1-yl}ethyl)carbamate